Natrium dithionit S(=O)([O-])S(=O)[O-].[Na+].[Na+]